(2S,4S)-1-tert-butoxycarbonyl-4-phenyl-pyrrolidine-2-carboxylic acid C(C)(C)(C)OC(=O)N1[C@@H](C[C@H](C1)C1=CC=CC=C1)C(=O)O